triallylhydroxyurea C(C=C)N(C(N(O)CC=C)=O)CC=C